Nε-(1-carboxymethyl)lysine C(=O)(O)CNCCCC[C@H](N)C(=O)O